OC1(N(CCC1)C(=O)O)C(=O)O hydroxy-pyrrolidine-1,2-dicarboxylic acid